NC1=NC(=NC=C1C(F)(F)F)C=1C=C2C=CN(C(C2=CC1F)=O)C[C@H]1C[C@H](CC1)NC=1C=NNC(C1C(F)(F)F)=O 6-(4-amino-5-(trifluoromethyl)pyrimidin-2-yl)-7-fluoro-2-(((1R,3S)-3-((6-oxo-5-(trifluoromethyl)-1,6-dihydropyridazin-4-yl)amino)cyclopentyl)methyl)isoquinolin-1(2H)-one